1-(3-(4-chloro-3-cyclopropyl-1H-pyrrolo[2,3-b]pyridin-5-yl)phenyl)-4-(2-methoxyacetyl)piperazin-2-one ethyl-3-fluoro-5-iodobenzoate C(C)OC(C1=CC(=CC(=C1)I)F)=O.ClC1=C2C(=NC=C1C=1C=C(C=CC1)N1C(CN(CC1)C(COC)=O)=O)NC=C2C2CC2